4-[4-[[8-(4-Chlorophenyl)spiro[3.5]non-7-en-7-yl]methyl]piperazin-1-yl]-N-[4-[[(2S)-1,4-dioxan-2-yl]methylamino]-3-nitrophenyl]sulfonyl-2-(1H-pyrrolo[2,3-b]pyridin-5-yloxy)benzamide ClC1=CC=C(C=C1)C1=C(CCC2(CCC2)C1)CN1CCN(CC1)C1=CC(=C(C(=O)NS(=O)(=O)C2=CC(=C(C=C2)NC[C@@H]2OCCOC2)[N+](=O)[O-])C=C1)OC=1C=C2C(=NC1)NC=C2